C(CCCCC(C)C)C1(CC(C(CC1)C)CCCCCC(C)C)OC#N 1,3-diisooctylcyanato-4-methyl-cyclohexane